CNC1=C(C(=CC=C1)NC)C1=CC=CC=C1 2',6'-dimethylamino-1,1'-biphenyl